4,4'-(5,10-phenazinediyl)bis-benzoic acid C1=CC=CC=2N(C3=CC=CC=C3N(C12)C1=CC=C(C(=O)O)C=C1)C1=CC=C(C(=O)O)C=C1